FC(C(=O)O)(F)F.FC1CN=C(NC1)NC=1C=C(C(=O)NCC(=O)N[C@@H](CC(=O)OC)C2=CC(=CC=C2)S(F)(F)(F)(F)F)C=C(C1)O methyl (3S)-3-(2-{3-[(5-fluoro-1,4,5,6-tetrahydropyrimidin-2-yl)amino]-5-hydroxybenzamido}acetamido)-3-[3-(pentafluorosulfanyl)phenyl]propanoate trifluoroacetate